C(C1=CC=CC=C1)OC1=C(N=C(C2=C(C=NC=C12)C1=CC=C(C=C1)F)Br)C(=O)OC methyl 4-(benzyloxy)-1-bromo-8-(4-fluorophenyl)-2,6-naphthyridine-3-carboxylate